BrC(C(=O)NC1=NC=C(C=C1)OC=1C=NC=CC1)C 2-bromo-N-[5-(pyridin-3-yloxy)pyridin-2-yl]propanamide